C(C)OC(=O)C=1N=CN(C1)CC(=O)N(C)C (2-(dimethylamino)-2-oxoethyl)-1H-imidazole-4-carboxylic acid ethyl ester